2-((2S,6S)-4-(4-(2-(2-aminopyridin-3-yl)-5-phenyl-3H-imidazo[4,5-b]pyridin-3-yl)benzyl)-2,6-dimethylpiperazin-1-yl)pyrimidine-4-carbonitrile NC1=NC=CC=C1C1=NC=2C(=NC(=CC2)C2=CC=CC=C2)N1C1=CC=C(CN2C[C@@H](N([C@H](C2)C)C2=NC=CC(=N2)C#N)C)C=C1